tetra-i-nonyl-pyromellitic acid C(CCCCCC(C)C)OC(C=1C(C(=O)OCCCCCCC(C)C)=CC(=C(C1)C(=O)OCCCCCCC(C)C)C(=O)OCCCCCCC(C)C)=O